CC1=NC=C(C=C1)CN1CC(CC1)(C1OCCC1)CCC1=CC=CC=C1 2-methyl-5-((3-phenethyl-3-(tetrahydrofuran-2-yl)pyrrolidin-1-yl)methyl)pyridine